COC([C@H](C[C@H]1C(NCCC1)=O)NC([C@H](CC(C)(C)C)NC(=O)C=1NC2=C(C=CC=C2C1)Cl)=O)=O (S)-methyl-2-((S)-2-(7-chloro-1H-indole-2-carboxamido)-4,4-dimethylpentanamido)-3-((S)-2-oxopiperidin-3-yl)propanoate